NC(C([C@H](C1CC2=CC=CC=C2C1)NC(=O)C=1C(=NN(C1)C)C1=C(C=CC=C1)F)=O)=O (S)-N-(3-amino-1-(2,3-dihydro-1H-inden-2-yl)-2,3-dioxopropyl)-3-(2-fluorophenyl)-1-methyl-1H-pyrazole-4-carboxamide